C(C)(C)(C)OC(=O)N1C[C@@H](CCC1)NC=1C2=C(N=CN1)NC=C2C(=O)C2CCCC2 (R)-3-((5-(cyclopentanecarbonyl)-7H-pyrrolo[2,3-d]pyrimidin-4-yl)amino)piperidine-1-carboxylic acid tert-butyl ester